C(CCCCCCC(C)C)C(C(=O)O)CCCCC(C)C.C(CCCCCC(C)C)(=O)OCCCCCCCC(C)C isodecyl isononanoate (Isodecyl Isononanoate)